ethane-1,2-diyl bis(4-azido-2,3,5,6-tetrafluorobenzoate) N(=[N+]=[N-])C1=C(C(=C(C(=O)OCCOC(C2=C(C(=C(C(=C2F)F)N=[N+]=[N-])F)F)=O)C(=C1F)F)F)F